CC=1C=C(C(=O)OC2=CC(=CC(=C2)C=NCCC2=CC=CC=C2)Br)C=CC1 3-bromo-5-((phenethyl-imino)methyl)phenyl 3-methylbenzoate